C(C1=CC=CC=C1)SC1=NC=C(N=C1)Cl (benzylthio)-5-chloropyrazine